NC1=CC2=C(SC3=C(C(N2)=O)C=CC=C3)C=C1 8-aminodibenzo[b,f][1,4]thiazepin-11(10H)-one